CC1OCC(C1)C 2,4-dimethyltetrahydrofuran